5-(benzyloxy)-2-methylpyrimidin-4(3H)-one C(C1=CC=CC=C1)OC=1C(NC(=NC1)C)=O